(S)- and (R)-4-(2-((2-(6-(1-methyl-1H-pyrazol-4-yl)-1H-indol-3-yl)-2-oxo-1-phenyleth-yl)amino)eth-yl)benzoic acid CN1N=CC(=C1)C1=CC=C2C(=CNC2=C1)C([C@H](C1=CC=CC=C1)NCCC1=CC=C(C(=O)O)C=C1)=O |r|